3'H-spiro[chromane-4,2'-imidazo[1,2-a]pyridine] N=1C2(CN3C1C=CC=C3)CCOC3=CC=CC=C32